[Cl-].NC=1/C(/C=C2CCC[NH+]=C2C1)=N/C1=C(N2N(CCC2)C1=O)N (6E)-7-amino-6-[(3-amino-1-oxo-6,7-dihydro-1H,5H-pyrazolo[1,2-a]pyrazol-2-yl)imino]-2,3,4,6-tetrahydroquinolinium chloride